CN1N=NC(=C1C(=O)OC)C1=NC=C(C=N1)C(F)(F)F methyl 3-methyl-5-[5-(trifluoromethyl)pyrimidin-2-yl]triazole-4-carboxylate